ClC=1C=C(C=CC1)S(=O)(=O)C1=CC=C(C=C1)NC(=O)NCC=1C=NNC1 1-[4-(3-Chloro-benzenesulfonyl)-phenyl]-3-(1H-pyrazol-4-ylmethyl)-urea